C1(CCCCC1)(C1=CC=C(C=C1)O)C1=CC=C(C=C1)O 4,4'-cyclohexylidenediphenol